Cyclopropyl-[(5S)-5-(2-chlorophenyl)-6,7-dihydro-5H-pyrrolo[1,2-b][1,2,4]triazol-2-yl]methanone C1(CC1)C(=O)C=1N=C2N(N1)[C@@H](CC2)C2=C(C=CC=C2)Cl